Tert-butyl 5-amino-3-(oxetan-3-yl)-1H-pyrazole-1-carboxylate NC1=CC(=NN1C(=O)OC(C)(C)C)C1COC1